ClC1=NC(=C(C(=N1)N1[C@H](CN(CC1)C(=O)OC(C)(C)C)C)OCC(O)C1=CC=CC2=CC=CC(=C12)Cl)Cl tert-butyl (3S)-4-(2,6-dichloro-5-(2-(8-chloronaphthalen-1-yl)-2-hydroxyethoxy)pyrimidin-4-yl)-3-methylpiperazine-1-carboxylate